n-triacontyl octyl ether C(CCCCCCC)OCCCCCCCCCCCCCCCCCCCCCCCCCCCCCC